5-methyl-2-(6-((1-methylpiperidin-3-yl)amino)-4-(trifluoromethyl)pyridazin-3-yl)phenol CC=1C=CC(=C(C1)O)C=1N=NC(=CC1C(F)(F)F)NC1CN(CCC1)C